FC1(C(NC2=C(O1)C=C(C(=C2)C2=C(C(=C(C(=C2F)F)OC)F)F)F)=O)F 2,2,7-trifluoro-6-(2,3,5,6-tetrafluoro-4-methoxyphenyl)-2H-benzo[b][1,4]oxazin-3(4H)-one